OC=1C=CC2=C([C@@H](N(C[C@H](O2)C)C(=O)OC(C)(C)C)C)N1 tert-Butyl (2R,5S)-7-hydroxy-2,5-dimethyl-2,3-dihydropyrido[2,3-f][1,4]oxazepine-4(5H)-carboxylate